BrC1=C(C=C(C=C1)NC(OC1=CC=CC=C1)=O)F Phenyl (4-bromo-3-fluorophenyl)carbamate